(+)-(S)-3-(4-Fluorophenyl)-3,4-dihydro-2H-benzo[b][1,4]oxazin-2-one FC1=CC=C(C=C1)[C@@H]1NC2=C(OC1=O)C=CC=C2